5-(2-chloronaphthalen-1-yl)-2-phenylpyridine ClC1=C(C2=CC=CC=C2C=C1)C=1C=CC(=NC1)C1=CC=CC=C1